N-[4-(4-methylpiperazin-1-yl)phenyl]-6-propyl-8-(1H-pyrazol-4-yl)-6H-pyrimido[5,4-c][2,1]benzothiazin-2-amine 5,5-dioxide CN1CCN(CC1)C1=CC=C(C=C1)NC=1N=CC=2S(N(C3=C(C2N1)C=CC(=C3)C=3C=NNC3)CCC)(=O)=O